(1R,4S)-1-(methoxymethyl)-2-oxabicyclo[2.2.1]heptan COC[C@@]12OC[C@@H](CC1)C2